4-(3-(5-(cyclobutylmethyl)-1,4,5,6-tetrahydropyrrolo[3,4-d]imidazol-2-yl)-1H-indazole-6-yl)-5-ethyl-2-fluorophenol C1(CCC1)CN1CC=2NC(=NC2C1)C1=NNC2=CC(=CC=C12)C1=CC(=C(C=C1CC)O)F